FC1N(CCC(C1)N1N=CC(=C1)B1OC(C(O1)(C)C)(C)C)C(=O)OC(C)(C)C tert-butyl 2-fluoro-4-(4-(4,4,5,5-tetramethyl-1,3,2-dioxaborolan-2-yl)-1H-pyrazol-1-yl)piperidine-1-carboxylate